2-methylpropyl 1-[[4-[[2-(trifluoromethyl)-1,3-dioxolan-2-yl]methoxy]-phenyl]methyl]-1H-pyrazole-4-carboxylate FC(C1(OCCO1)COC1=CC=C(C=C1)CN1N=CC(=C1)C(=O)OCC(C)C)(F)F